2-((9-(4-(3,3-dimethylbut-1-yn-1-yl)phenyl)nonyl)thio)ethyl hydrogen ((((R)-1-(6-amino-9H-purin-9-yl)propan-2-yl)oxy)methyl)phosphonate NC1=C2N=CN(C2=NC=N1)C[C@@H](C)OCP(OCCSCCCCCCCCCC1=CC=C(C=C1)C#CC(C)(C)C)(O)=O